CN1N=C(C(=C1)C1=CC=2C3=C(C=NC2C=C1OC)N(C(N3C3=C(C=NC=C3OC)F)=O)C)C 8-(1,3-Dimethyl-1H-pyrazol-4-yl)-1-(3-fluoro-5-methoxypyridin-4-yl)-7-methoxy-3-methyl-1,3-dihydro-imidazo[4,5-c]quinolin-2-one